OB1OCC2=C1C=CC(=C2)\C=N\N(C2=NS(C1=C2C=CC(=C1)OC)(=O)=O)CC(C)C N-[(E)-(1-Hydroxy-3H-2,1-benzoxaborol-5-yl)methylenamino]-N-isobutyl-6-methoxy-1,1-dioxo-1,2-benzothiazol-3-amin